NCCC=1C=NC(=NC1)C1=C(C=C(C#N)C=C1)OC1=NC(=NC(=C1)N(C1COC1)C)C 4-[5-(2-aminoethyl)pyrimidin-2-yl]-3-[2-methyl-6-[methyl(oxetan-3-yl)amino]pyrimidin-4-yl]oxybenzonitrile